3-(3-((5-(difluoromethyl)-2-((3-methyl-1-(1-methylpiperidin-4-yl)-1H-pyrazol-4-yl)amino)pyrimidin-4-yl)amino)propyl)-1,3-oxazepan-2-one FC(C=1C(=NC(=NC1)NC=1C(=NN(C1)C1CCN(CC1)C)C)NCCCN1C(OCCCC1)=O)F